(E)-phenyl(1-propyl-3-(p-tolyldiazenyl)-1H-indol-2-yl)methanone C1(=CC=CC=C1)C(=O)C=1N(C2=CC=CC=C2C1\N=N\C1=CC=C(C=C1)C)CCC